NC=1C2=C(N=CN1)C(=CC(=N2)C=2C=C(C=CC2)C#CC2(C(N(CC2)C)=O)O)Br ((3-(4-amino-8-bromopyrido[3,2-d]pyrimidin-6-yl)phenyl)ethynyl)-3-hydroxy-1-methylpyrrolidin-2-one